N[C@H](C(=O)O)CCCNC(C)C (S)-2-amino-5-(isopropylamino)pentanoic acid